4-bromo-3-methylbenzo[b]thiophene-2-carboxylic acid ethyl ester C(C)OC(=O)C1=C(C2=C(S1)C=CC=C2Br)C